(2S,4S)-1-tert-Butoxycarbonyl-2-acetyl-4-fluoropyrrolidine C(C)(C)(C)OC(=O)N1[C@@H](C[C@@H](C1)F)C(C)=O